(8-{[2-(4-Bromophenyl)imidazo[1,2-a]pyridin-3-yl]-methyl}-3,8-diazabicyclo[3.2.1]oct-3-yl)-(2-fluorophenyl)methanon BrC1=CC=C(C=C1)C=1N=C2N(C=CC=C2)C1CN1C2CN(CC1CC2)C(=O)C2=C(C=CC=C2)F